OC1CCN(C1)CC1=CC2=CC=CC=C2C=C1 4-hydroxy-N-(naphthalen-2-ylmethyl)pyrrolidine